BrC(N1N=C(C=C1)I)(F)F 1-[bromo(difluoro)methyl]-3-iodo-pyrazole